C(C)(C)C1=CC=C(C=C1)C1=CC(=NC=C1)C(=O)N1CCC(CC1)C (4-(4-isopropylphenyl)pyridin-2-yl)(4-methylpiperidin-1-yl)methanone